C(CC)[Si](O[Si](O[Si](C)(C)C)(C)C)(C)C n-propyl-heptamethyltrisiloxane